Tert-butyl 5-[(3,4-difluoro-2-methoxyphenyl)carbamothioyl]-4-hydroxy-6-oxo-3,6-dihydropyridine-1(2H)-carboxylate FC=1C(=C(C=CC1F)NC(=S)C1=C(CCN(C1=O)C(=O)OC(C)(C)C)O)OC